Cl.CC1([C@H]2CN([C@@H]([C@@H]12)C(=O)OC)C([C@@H](N)C(C)(C)C)=O)C methyl (1R,2S,5S)-6,6-dimethyl-3-(3-methyl-L-valyl)-3-azabicyclo[3.1.0]hexane-2-carboxylate, Hydrochloride Salt